5-methyl-1-(4-((4'-(((3ar,6as)-5-methylhexahydropyrrolo[3,4-c]pyrrol-2(1H)-yl)methyl)-[1,1'-biphenyl]-4-yl)methyl)phenyl)-1H-1,2,4-triazole-3-carboxamide CC1=NC(=NN1C1=CC=C(C=C1)CC1=CC=C(C=C1)C1=CC=C(C=C1)CN1C[C@@H]2CN(C[C@@H]2C1)C)C(=O)N